CC(C[C@@H](C(N[C@H](C=O)C[C@H]1C(NCC1)=O)=O)NC(O[C@@H](C(F)(F)C=1C=C(C=CC1)C1=CC=CC=C1)C(C)C)=O)C (R)-1-([1,1'-biphenyl]-3-yl)-1,1-difluoro-3-methylbutan-2-yl ((S)-4-methyl-1-oxo-1-(((S)-1-oxo-3-((S)-2-oxopyrrolidin-3-yl)propan-2-yl)amino)pentan-2-yl)carbamate